C1(CC1)C1=C2C(=C(N=C1)OC)N(C(=C2)C(=O)OCC)C ethyl 4-cyclopropyl-7-methoxy-1-methylpyrrolo[2,3-c]pyridine-2-carboxylate